FC1=CC=C(C=C1)C1=CC=C(C=C1)[SH2+] 4-(4-fluorophenyl)phenylsulfonium